C(C)(C)(C)OC(=O)N[C@@H](C)C1=NC(=NN1C=1SC(=CN1)C(=O)OC)C methyl 2-(5-{(1S)-1-[(tert-butoxycarbonyl)amino]ethyl}-3-methyl-1H-1,2,4-triazol-1-yl)-1,3-thiazole-5-carboxylate